FC=1C=C(C#N)C=C(C1)S(=O)(=O)N1CC2(C1)C[C@H](CC2)N2CCOCC2 (S)-3-fluoro-5-((6-morpholino-2-azaspiro[3.4]oct-2-yl)sulfonyl)benzonitrile